O1NN=NC1=N oxtriazole-5-imine